6-(3-((benzyloxy)methyl)-4-ethyl-5-oxo-4,5-dihydro-1H-1,2,4-triazol-1-yl)-2-(2-chloro-4-methylpyridin-3-yl)-7-fluoro-4-isopropylisoquinolin-1(2H)-one C(C1=CC=CC=C1)OCC1=NN(C(N1CC)=O)C=1C=C2C(=CN(C(C2=CC1F)=O)C=1C(=NC=CC1C)Cl)C(C)C